ClC=1SC=2C(=NC=C(N2)N(C)C)N1 2-chloro-6-(N,N-dimethylamino)[1,3]thiazolo[4,5-b]pyrazine